4-((5-(4-(5-((7-((3,5-difluorophenyl)ethynyl)pyrrolo[2,1-f][1,2,4]triAzin-2-yl)amino)pyridin-2-yl)piperazin-1-yl)pentyl)oxy)-2-(2,6-dioxopiperidin-3-yl)isoindoline-1,3-Dion FC=1C=C(C=C(C1)F)C#CC1=CC=C2C=NC(=NN21)NC=2C=CC(=NC2)N2CCN(CC2)CCCCCOC2=C1C(N(C(C1=CC=C2)=O)C2C(NC(CC2)=O)=O)=O